(7S)-7-hydroxy-5-oxa-2-azaspiro[3.4]octane-2-carboxylic acid tert-butyl ester C(C)(C)(C)OC(=O)N1CC2(C1)OC[C@H](C2)O